N1C=C(C2=CC=CC=C12)C(=O)C=1SC([C@@H](N1)C(=O)[O-])(C)C.[Na+] sodium (S)-2-(1H-indole-3-carbonyl)-5,5-dimethyl-4,5-dihydrothiazole-4-carboxylate